1-cyclobutyl-N-(2-(2,6-dioxopiperidin-3-yl)-1-oxoisoindolin-5-yl)-3-methyl-1H-pyrazolo[3,4-d]pyrimidine-6-carboxamide C1(CCC1)N1N=C(C=2C1=NC(=NC2)C(=O)NC=2C=C1CN(C(C1=CC2)=O)C2C(NC(CC2)=O)=O)C